OC[C@H](C1=CC=CC=C1)NC1=NC(=NC=C1C1=NC(=NO1)C(C)C)NC=1C=C2CCNC(C2=CC1)=O 6-[[4-[[(1S)-2-hydroxy-1-phenyl-ethyl]amino]-5-(3-isopropyl-1,2,4-oxadiazol-5-yl)pyrimidin-2-yl]amino]-3,4-dihydro-2H-isoquinolin-1-one